C(C)N([C@@H](C)C(=O)O)C N-ethyl-methyl-alanine